ClC=1N(C2=CC=CC=C2C1C=NNC(=O)NC1=CC=C(C=C1)OC)CC 2-((2-chloro-1-ethyl-1H-indol-3-yl)methylene)-N-(4-methoxyphenyl)hydrazine-1-carboxamide